CC1=C2[C@H](C[C@@]3(CC[C@@H](C(=C)[C@H]3C[C@@H](C2(C)C)[C@H](C1)O)OC(=O)C)C)O The molecule is a taxane diterpenoid that is taxa-4(20),11-diene in which the 5alpha hydrogen has been replaced by an acetoxy group and the 10beta and 14beta hydrogens by hydroxy groups.